C(CCC(=O)O)(=O)O.C(CCC(=O)O)(=O)O.ClC=1C=C(CCN2C[C@@H](CC2)CN)C=CC1OCC1CC1 (S)-(1-(3-chloro-4-(cyclopropylmethoxy)phenethyl)pyrrolidin-3-yl)methanamine disuccinate